4-cyclopropylpiperazin C1(CC1)N1CCNCC1